C(C1=CC=CC=C1)OC(=O)NNCC1C(N(CC1)C(=O)OC(C)(C)C)=O tert-butyl 3-[(2-benzyloxycarbonylhydrazino)methyl]-2-oxo-pyrrolidine-1-carboxylate